tert-butyl ((3-(benzyloxy)-1-hydroxycyclobutyl)methyl)carbamate C(C1=CC=CC=C1)OC1CC(C1)(O)CNC(OC(C)(C)C)=O